C(C)(C)(C)C1=CC(=C(C=C1)C1=C(C=C(C=C1)C(C)(C)C)[Li])[Li] 4,4'-di-tert-butyl-2,2'-dilithio-1,1'-biphenyl